FC1=CC(=C(CC2(CCC2)CNC(=O)C=2NC(C=CN2)=O)C=C1)C N-((1-(4-fluoro-2-methylbenzyl)cyclobutyl)methyl)-6-oxo-1,6-dihydropyrimidine-2-carboxamide